endo-tert-butyl (3-azabicyclo[3.1.0]hexan-6-yl)carbamate C12CNCC2C1NC(OC(C)(C)C)=O